1,3-di(aminocyclohexyl)propane NC1(CCCCC1)CCCC1(CCCCC1)N